OC[C@H](C1=CC=CC=C1)NC1=NC(=NC=C1C=1OC(=NN1)C=1C=NC=CC1)NC1=CC=C2C(=N1)C(NC2=O)(C)C (S)-2-((4-((2-hydroxy-1-phenylethyl)amino)-5-(5-(pyridin-3-yl)-1,3,4-oxadiazol-2-yl)pyrimidin-2-yl)amino)-7,7-dimethyl-6,7-dihydro-5H-pyrrolo[3,4-b]pyridin-5-one